Natrium phenoxid [O-]C1=CC=CC=C1.[Na+]